tert-butyl (3R)-3-(((3-(2,6-dioxopiperidin-3-yl)-4-fluoro-1-methyl-1H-indazol-5-yl)oxy)methyl)pyrrolidine-1-carboxylate O=C1NC(CCC1C1=NN(C2=CC=C(C(=C12)F)OC[C@H]1CN(CC1)C(=O)OC(C)(C)C)C)=O